BrC1=CC(=C(C=C1)C1([C@H](CN(C[C@H]1C)C(=O)OC(C)(C)C)C)O)Cl tert-butyl (3S,5R)-4-(4-bromo-2-chlorophenyl)-4-hydroxy-3,5-dimethylpiperidine-1-carboxylate